C(C)OC(=O)C=1C=NC2=CC=C(C=C2C1NC1=C(N=CS1)C(=O)OCC)OC(F)(F)F ethyl 5-[[3-ethoxy carbonyl-6-(trifluoromethoxy)-4-quinolyl]amino]thiazole-4-carboxylate